3-(fluoromethyl)-1,5-dimethyl-1H-pyrazol-4-amine FCC1=NN(C(=C1N)C)C